1-[(3S)-3-[[[2-hydroxy-1,1-bis(hydroxymethyl)ethyl]amino]methyl]pyrrolidin-1-yl]ethanone OCC(CO)(CO)NC[C@H]1CN(CC1)C(C)=O